n-Butyl salicylate phenyl-carbonate C1(=CC=CC=C1)OC(O)=O.C(C=1C(O)=CC=CC1)(=O)OCCCC